[NH4+].[NH4+].[NH4+].[NH4+].C(CN(CC(=O)O)CC(=O)O)N(CC(=O)O)CC(=O)O ethylenediaminetetraacetic acid tetraammonium